N-(2-ethylbenzyl)-2-(3-(6-methylpyridin-2-yl)-4-(quinolin-4-yl)-1H-pyrazol-1-yl)acetamide C(C)C1=C(CNC(CN2N=C(C(=C2)C2=CC=NC3=CC=CC=C23)C2=NC(=CC=C2)C)=O)C=CC=C1